C12(CC3CC(CC(C1)C3)C2)C(C)(C)NC=2C3=C(N=C(N2)C2=CC=NC=C2)C=NC=C3 N-[2-(adamantan-1-yl)prop-2-yl]-2-(pyridin-4-yl)pyrido[3,4-d]pyrimidin-4-amine